2-(3-(2-Methoxyethyl)-4-((1-(methylsulfonyl)piperidin-4-yl)methoxy)benzyl)-isoindoline COCCC=1C=C(CN2CC3=CC=CC=C3C2)C=CC1OCC1CCN(CC1)S(=O)(=O)C